FC1(CNC1)COC=1C(=CC(=NC1)C(F)(F)F)C1=CC=2N(C=C1)N=C(C2)NC(=O)C2CC2 N-[5-[5-[(3-fluoroazetidin-3-yl)methoxy]-2-(trifluoromethyl)-4-pyridyl]pyrazolo[1,5-a]pyridin-2-yl]cyclopropanecarboxamide